sodium stiboglucuronate [Sb](=O)(=O)C(=O)[C@H](O)[C@@H](O)[C@H](O)[C@H](O)C(=O)[O-].[Na+]